Tolueneoleylammonium bromide [Br-].C(C1=CC=CC=C1)CCCCCCCC\C=C/CCCCCCCC[NH3+]